C[Si](CCOCN1C(=NC=C1)N1C(CCCC1)=O)(C)C 1-(1-((2-(trimethylsilyl)ethoxy)methyl)-1H-imidazol-2-yl)piperidin-2-one